CCCCCCCCCCCCCCCCCCCCCCCC(=O)N[C@@H](CO)[C@@H](/C=C/CCCCCCCCC(C)CC)O The molecule is a ceramide obtained by formal condensation of the carboxy group of tetracosanoic acid with the amino group of 14-methylhexadecasphingosine. It is a metabolite of the nematode Caenorhabditis elegans. It has a role as a Caenorhabditis elegans metabolite. It is a ceramide, a Cer(d41:1) and a N-(very-long-chain fatty acyl)-sphingoid base. It derives from a 14-methylhexadecasphingosine and a tetracosanoic acid.